1-(4-bromo-3-methoxyphenyl)cyclopropane-1-carboxylic acid BrC1=C(C=C(C=C1)C1(CC1)C(=O)O)OC